C(C)(=O)O.OC1[C@H](O)[C@@H](O)[C@H](O)[C@H](O1)CO D-glucopyranose acetate